N-(5-chloro-6-(2H-1,2,3-triazol-2-yl)pyridin-3-yl)-1-(4-fluoro-2,3-dimethylphenyl)-5-(trifluoromethyl)-1H-pyrazole-4-carboxamide ClC=1C=C(C=NC1N1N=CC=N1)NC(=O)C=1C=NN(C1C(F)(F)F)C1=C(C(=C(C=C1)F)C)C